2-(4-BROMO-1H-PYRAZOL-1-YL)IMIDAZO[1,2-A]PYRIDIN-3-CARBALDEHYDE BrC=1C=NN(C1)C=1N=C2N(C=CC=C2)C1C=O